Cl.C(C1=CC=CC=C1)OC(=O)N1CCN(CC1)CC=1C=C2CNCC2=CC1 Benzyl-4-(isoindolin-5-ylmethyl)piperazine-1-carboxylate hydrochloride